tert-butyl 6-(4-formylbenzyl)-1H-benzo[d]imidazole-1-carboxylate C(=O)C1=CC=C(CC=2C=CC3=C(N(C=N3)C(=O)OC(C)(C)C)C2)C=C1